ClC1=CC=C(C=C1)C(NC(=O)[C@@H]1CNC(O1)=O)C1=CC(=CC=C1)S(=O)(=O)C (5S)-N-((4-chlorophenyl)(3-(methylsulfonyl)phenyl)methyl)-2-oxooxazolidine-5-carboxamide